{dispiro[2.0.2.13]heptan-7-yl}methyl methanesulfonate CS(=O)(=O)OCC1C2(C13CC3)CC2